N-(2,7-dimethylnaphthalen-1-yl)-9,9-dimethyl-fluoren-2-amine CC1=C(C2=CC(=CC=C2C=C1)C)NC1=CC=2C(C3=CC=CC=C3C2C=C1)(C)C